5'-fluoro-6,6'-dimethyl-2-oxo-2H-[1,2'-bipyridine]-3-carboxylic acid FC=1C=CC(=NC1C)N1C(C(=CC=C1C)C(=O)O)=O